BrC1=C(C(=CC(=C1)F)Br)OCCBr 1,3-Dibromo-2-(2-bromoethoxy)-5-fluorobenzene